(1r,4r)-4-(3-Chloroanilino)-2'-{3-[(6,7-dihydro-5H-cyclopenta[b]pyridin-4-yl)oxy]-2-fluoropropyl}-2',3'-dihydrospiro[cyclohexane-1,1'-indene]-4-carboxylic acid ClC=1C=C(NC2(CCC3(C(CC4=CC=CC=C34)CC(COC3=C4C(=NC=C3)CCC4)F)CC2)C(=O)O)C=CC1